COC1=CC=C(C=C1)C1=NN2C(SC1)=NN=C2CCC=2C=NC=CC2 6-(4-Methoxyphenyl)-3-(2-(pyridine-3-yl)ethyl)-7H-[1,2,4]triazolo[3,4-b][1,3,4]thiadiazine